pyrazinyl-triazine N1=C(C=NC=C1)C1=NN=NC=C1